6-bromo-2-chloro-quinoxaline BrC=1C=C2N=CC(=NC2=CC1)Cl